FC1(CNC2(C1O)CC(CC2)(F)F)F 3,3,7,7-tetrafluoro-1-azaspiro[4.4]nonan-4-ol